(2S,3R,6S)-3-(hydroxymethyl)-2,6-dimethylmorpholine-4-carboxylate OC[C@H]1N(C[C@@H](O[C@H]1C)C)C(=O)[O-]